Methyl-2-bromo-4-fluorobenzoat COC(C1=C(C=C(C=C1)F)Br)=O